C(C)(C)(C)OC(=O)N1CC(C2(CC2C(=O)O)CC1)F 6-(tert-butoxycarbonyl)-4-fluoro-6-azaspiro[2.5]octane-1-carboxylic acid